4-({2-[4-{5-chloro-2-[5-(difluoromethyl)-1,3,4-thiadiazol-2-yl]phenyl}-5-methoxy-2-oxopyridin-1(2H)-yl]butanoyl}amino)-2-fluoro-N-methylbenzamide ClC=1C=CC(=C(C1)C1=CC(N(C=C1OC)C(C(=O)NC1=CC(=C(C(=O)NC)C=C1)F)CC)=O)C=1SC(=NN1)C(F)F